N-((2-(6-((cis)-2,6-dimethylmorpholino)pyridin-2-yl)-1,6-naphthyridin-7-yl)methyl)-3-((2-hydroxyethyl)(methyl)amino)-4-methylbenzamide C[C@@H]1O[C@@H](CN(C1)C1=CC=CC(=N1)C1=NC2=CC(=NC=C2C=C1)CNC(C1=CC(=C(C=C1)C)N(C)CCO)=O)C